C(C)(C)(C)[SiH](Cl)C(C)(C)C di-tert-butylchlorosilane